C(C)C(C(=O)O)(CCCCC)C1=CC=CC=C1.C(C1CCCC(C)O1)(=O)OCC ethyl 2,6-epoxyheptanoate (ethyl phenylheptanoate)